N-(9-((2R,3R,4R,5R)-3-((tert-butyldimethylsilyl)oxy)-5-(((tert-butyldimethylsilyl)oxy)methyl)-4-methoxytetrahydrofuran-2-yl)-9H-purin-6-yl)benzamide [Si](C)(C)(C(C)(C)C)O[C@H]1[C@@H](O[C@@H]([C@H]1OC)CO[Si](C)(C)C(C)(C)C)N1C2=NC=NC(=C2N=C1)NC(C1=CC=CC=C1)=O